N4-(4-(1H-indazol-1-yl)pyrimidin-2-yl)-N1-(2-(dimethylamino)ethyl)-5-methoxy-N1-methylbenzene-1,2,4-triamine N1(N=CC2=CC=CC=C12)C1=NC(=NC=C1)NC=1C=C(C(=CC1OC)N(C)CCN(C)C)N